C1(=CC=CC=C1)CCN monophenylethylamine